CCCCCS 5-pentanethiol